(2,6-dimethylmorpholino)(3'-fluoro-4'-methyl-[1,1-biphenyl]-3-yl)methanone CC1OC(CN(C1)C(=O)C=1C=C(C=CC1)C1=CC(=C(C=C1)C)F)C